CN1N=C(C=C1)C1=NC=NO1 5-(1-methyl-1H-pyrazol-3-yl)-1,2,4-oxadiazol